[OH-].C1=C(C=CC=2CCCCC12)[N+](C)(C)C 5,6,7,8-tetrahydronaphthalene-2-yl-trimethylammonium hydroxide